N-(2-oxo-1-(1-(4-(propan-2-ylidene)cyclohexyl)piperidin-4-yl)indolin-3-yl)isobutyramide O=C1N(C2=CC=CC=C2C1NC(C(C)C)=O)C1CCN(CC1)C1CCC(CC1)=C(C)C